IC1=CC=C(C=C1)C1=CC=CC=C1 4'-iodobiphenyl